2-(3-bromo-5-chloro-4-fluoro-2-isopropoxyphenyl)propan-1-ol BrC=1C(=C(C=C(C1F)Cl)C(CO)C)OC(C)C